(1S,3S,4S)-4-[2-(4-chloro-3-fluorophenoxy)acetamido]-3-hydroxycyclohexane-1-carboxylic acid ClC1=C(C=C(OCC(=O)N[C@@H]2[C@H](C[C@H](CC2)C(=O)O)O)C=C1)F